3-(Tert-Butoxycarbonyl)but-3-enoic acid C(C)(C)(C)OC(=O)C(CC(=O)O)=C